N-(5-(4-((1H-1,2,4-triazol-3-yl)methyl)oxazol-2-yl)-8-(methylamino)-2,7-naphthyridin-3-yl)cyclopropanecarboxamide N1N=C(N=C1)CC=1N=C(OC1)C1=C2C=C(N=CC2=C(N=C1)NC)NC(=O)C1CC1